pentamethylcyclopentadienyltris(dimethylamino)titanium(iv) CC1=C(C(=C(C1([Ti](N(C)C)(N(C)C)N(C)C)C)C)C)C